[2-(difluoromethoxy)-4-[4-(difluoromethyl)-2-methyl-6-(1H-pyrazol-4-yl)indazol-3-yl]-6-methoxyphenyl]-[3-(difluoromethyl)-3-hydroxyazetidin-1-yl]methanone FC(OC1=C(C(=CC(=C1)C=1N(N=C2C=C(C=C(C12)C(F)F)C=1C=NNC1)C)OC)C(=O)N1CC(C1)(O)C(F)F)F